2,3-dimethyl-1,4-diaminobenzene CC1=C(C=CC(=C1C)N)N